3-(isoquinolin-4-yl)-2-oxo-1-(3-(trifluoromethyl)bicyclo[1.1.1]pent-1-yl)imidazoline-4-carbonitrile C1=NC=C(C2=CC=CC=C12)N1C(N(CC1C#N)C12CC(C1)(C2)C(F)(F)F)=O